C(C)N(CCC[Si](OC)(OC)C)CC N,N-diethyl-3-aminopropylmethyldimethoxysilane